Cyclohexanecarboxylic acid 2-(((4-methoxy-3,5-dimethylpyridin-2-yl) methyl) sulfinyl)-1H-benzo[d]imidazol-5-yl ester COC1=C(C(=NC=C1C)CS(=O)C1=NC2=C(N1)C=CC(=C2)OC(=O)C2CCCCC2)C